C(C)(C)(C)C1=NN(C=C1)C=1N(C2=CC=C(C=C2C1)N1C(NC2=C(C1=O)C1=C(S2)CCCCC1)=O)C 3-(2-(3-(tert-butyl)-1H-pyrazol-1-yl)-1-methyl-1H-indol-5-yl)-1,5,6,7,8,9-hexahydro-2H-cyclohepta[4,5]thieno[2,3-d]pyrimidine-2,4(3H)-dione